CC1=NC(=NC=C1)OC1=CC=C(C=C1)C1=C(SC2=C1C(=NC=C2)O)C2=CC=C(C=C2)[N+](=O)[O-] 3-(4-((4-methylpyrimidin-2-yl)oxy)phenyl)-2-(4-nitrophenyl)thieno[3,2-c]pyridin-4-ol